C(C)OC1=C(C=CC(=C1)\C=C\C\C=C/CC)O 2-ethoxy-4-((1E,4Z)-hepta-1,4-dien-1-yl)phenol